FC1=C2C=CNC2=CC(=C1OC=1C=C(C=CC1)C=1NC(=CN1)C(C)(O)C=1C=C(\C=C/2\C(NC(S2)=O)=O)C=CC1)F (Z)-5-(3-(1-(2-(3-((4,6-difluoro-1H-indol-5-yl)oxy)phenyl)-1H-imidazol-5-yl)-1-hydroxyethyl)benzylidene)thiazolidine-2,4-dione